C(C=CC=CCCCCCCCCCCCCC)(=O)O (S)-octadecadienoic acid